(9H-fluoren-9-yl)methyl ((8-acetamido-6-fluoro-5-methyl-1-oxo-1,2,3,4-tetrahydronaphthalen-2-yl)methyl)carbamate C(C)(=O)NC=1C=C(C(=C2CCC(C(C12)=O)CNC(OCC1C2=CC=CC=C2C=2C=CC=CC12)=O)C)F